tert-butyl 4-(4-((5-(trifluoromethyl)pyrazin-2-yl)oxy)phenyl)piperidine-1-carboxylate FC(C=1N=CC(=NC1)OC1=CC=C(C=C1)C1CCN(CC1)C(=O)OC(C)(C)C)(F)F